4-((3AS,4R,6aR)-4-(ethoxycarbonyl)octahydropyrrolo[2,3-c]pyrrol-4-yl)butylboronic acid C(C)OC(=O)[C@]1([C@@H]2[C@H](CN1)NCC2)CCCCB(O)O